Cyclopropylmethyl-3,4-methylenedioxyamphetamine tert-butyl-3-hydroxy-3-(piperidin-3-yl)azetidine-1-carboxylate C(C)(C)(C)OC(=O)N1CC(C1)(C1CNCCC1)O.C1(CC1)CNC(C)CC1=CC2=C(C=C1)OCO2